5-ethyl-N-(5-(1-methoxy-2-(methylamino)ethyl)thiophen-2-yl)-4-methyl-1H-pyrazole-3-carboxamide C(C)C1=C(C(=NN1)C(=O)NC=1SC(=CC1)C(CNC)OC)C